((isobutyl(ethoxycarbonyl)amino)(phenyl)methyl)benzoate C(C(C)C)N(C(=O)OCC)C(C1=CC=CC=C1)OC(C1=CC=CC=C1)=O